CN1N=NC(=C1C1=C(C=2N(C=3C=C(C=CC3C2N=C1)C(=O)OC)C(C1CCOCC1)C1=CC=CC=C1)SC)C methyl 3-(1,4-dimethyl-1H-1,2,3-triazol-5-yl)-4-(methylthio)-5-(phenyl (tetrahydro-2H-pyran-4-yl) methyl)-5H-pyrido[3,2-b]indole-7-carboxylate